4,4'-Dimethyl-[1,1'-biphenyl]-2,2',5,5'-tetraol CC=1C=C(C(=CC1O)C=1C(=CC(=C(C1)O)C)O)O